C(C)N(C1=CC=C(C=C1)CN1C=CC=2C1=NC=C(C2)C2=CC=C(C=C2)S(=O)(=O)C(C)C)CC N-{[4-(diethylamino)phenyl]methyl}-5-[4-(propane-2-sulfonyl)phenyl]-1H-pyrrolo[2,3-b]pyridine